N-ethyl-2'-{6-[(propan-2-yl)oxy]quinolin-3-yl}-5',6'-dihydrospiro[azetidine-3,4'-pyrrolo[1,2-b]pyrazole]-1-carboxamide C(C)NC(=O)N1CC2(CCN3N=C(C=C32)C=3C=NC2=CC=C(C=C2C3)OC(C)C)C1